N-(3-(3-(9H-purin-6-yl)pyridin-2-ylamino)-4-methylphenyl)-2-(1-cyanocyclopropyl)isonicotinamide N1=CN=C2NC=NC2=C1C=1C(=NC=CC1)NC=1C=C(C=CC1C)NC(C1=CC(=NC=C1)C1(CC1)C#N)=O